[N+](=O)(O)[O-].[Pd].[Pt] platinum-palladium nitric acid